2-(ethoxycarbonyl)-1,3-thiazole-4-carboxylic acid C(C)OC(=O)C=1SC=C(N1)C(=O)O